N1(N=CN=C1)CCNC=1C=CC2=C(N(C3=C(CC2)C=CC=C3)C(C)=O)C1 1-(3-(2-(1H-1,2,4-triazol-1-yl)ethylamino)-10,11-dihydro-5H-dibenzo[b,f]azepin-5-yl)ethanone